tert-butyl-(R)-3-(acetoxymethyl)-4-(4-methyl-5-(trifluoromethyl)pyridin-2-yl)piperazine-1-carboxylic acid C(C)(C)(C)[C@H]1N(CCN(C1COC(C)=O)C1=NC=C(C(=C1)C)C(F)(F)F)C(=O)O